1-phenylpyridine-2(1H)-one C1(=CC=CC=C1)N1C(C=CC=C1)=O